CN1N=C(C2=CC=C(C=C12)[N+](=O)[O-])N1C[C@@H](CCC1)N (R)-1-(1-methyl-6-nitro-1H-indazol-3-yl)piperidin-3-amine